(Z)-4-(1-(4-amino-2-fluoro-but-2-en-1-yl)-2-ethyl-1H-benzo[d]imidazol-4-yl)-N,N-dimethylbenzenesulfonamide NC\C=C(\CN1C(=NC2=C1C=CC=C2C2=CC=C(C=C2)S(=O)(=O)N(C)C)CC)/F